NC1=C(C=C(C=C1)SCC1=CC=CC=C1)/C=C/C(=O)OCC Ethyl (E)-3-(2-amino-5-(benzylthio)phenyl)acrylate